FC=1C(=C(C=CC1F)[C@H]1[C@@H](O[C@]([C@H]1C)(C(F)(F)F)C)C(=O)N)OC (2R,3S,4S,5R)-3-(3,4-difluoro-2-methoxyphenyl)-4,5-dimethyl-5-trifluoromethyltetrahydrofuran-2-carboxamide